C1(=CC=CC=C1)S(=O)O.C1(=CC=CC=C1)S(=O)O.[Zn] zinc bis(benzenesulphinic acid)